3-{1-[4-((S)-2-dimethylaminomethyl-pyrrolidine-1-carbonyl)-phenyl]-1H-pyrazol-4-yl}-6-fluoro-1H-quinolin-2-one CN(C)C[C@H]1N(CCC1)C(=O)C1=CC=C(C=C1)N1N=CC(=C1)C=1C(NC2=CC=C(C=C2C1)F)=O